ClC1=CC(=NC(=N1)N)NC1=C(C=CC=C1)SC 6-chloro-N4-(2-(methylthio)phenyl)pyrimidine-2,4-diamine